4-fluoro-2-(6-(((1r,2r,3s,5s)-2-fluoro-9-azabicyclo[3.3.1]non-3-yl)oxy)pyridazin-3-yl)-5-(1-methyl-1H-pyrazol-4-yl)phenol FC1=CC(=C(C=C1C=1C=NN(C1)C)O)C=1N=NC(=CC1)O[C@@H]1[C@@H]([C@H]2CCC[C@@H](C1)N2)F